COC(C1=CC(=C(C=C1)OCC#C)OC)=O 3-methoxy-4-(prop-2-yn-1-yloxy)benzoic acid methyl ester